3-(piperidin-1-yl)-1-(4-(pyridin-4-yl)-3,4-dihydroquinoxalin-1(2H)-yl)propan-1-one N1(CCCCC1)CCC(=O)N1CCN(C2=CC=CC=C12)C1=CC=NC=C1